trimethyl-(methoxymethyl)ammonium C[N+](COC)(C)C